N,N-dimethyl-3-hexadecyloxypropylamine CN(C)CCCOCCCCCCCCCCCCCCCC